C1(CC1)CN1C=C(C=CC1=O)[C@@H]1OCC[C@@H](C1)C=1C=C(C=2N(N1)C(C(=C(N2)C)C)=O)C2CCC(CC2)(F)F 7-[(2R,4S)-2-[1-(cyclopropylmethyl)-6-keto-3-pyridyl]tetrahydropyran-4-yl]-9-(4,4-difluorocyclohexyl)-2,3-dimethyl-pyrimido[1,2-b]pyridazin-4-one